((1-(cyclopropylmethyl)-1H-pyrazol-4-yl)oxy)-5-(2,5-dimethyl-1,2,3,4-tetrahydroisoquinolin-7-yl)pyrazin-2-amine C1(CC1)CN1N=CC(=C1)OC=1C(=NC=C(N1)C1=CC(=C2CCN(CC2=C1)C)C)N